CC1(CCN(CC1)C=1C=C(C=CC1C(=O)N1CCN(CC1)CCC)NC(=O)C1CC1)C N-(3-(4,4-dimethylpiperidin-1-yl)-4-(4-propylpiperazine-1-carbonyl)phenyl)cyclopropanecarboxamide